2-chloro-3-[(3S)-3-methylpiperazin-1-yl]quinoxaline ClC1=NC2=CC=CC=C2N=C1N1C[C@@H](NCC1)C